FC1=C(C=CC(=C1)OC)[C@H](CC1=NC(=NC(=N1)N[C@@H](CO)CC(C)C)CS(=O)(=O)N)C (4-((S)-2-(2-fluoro-4-methoxyphenyl)propyl)-6-(((R)-1-hydroxy-4-methylpent-2-yl)amino)-1,3,5-triazin-2-yl)methanesulfonamide